N1=C(C=CC=C1)N1C=CC2=CC=CC=C12 N-(2-pyridyl)indole